FC1=CC=CC2=C1N=CS2 4-fluorobenzo[d]thiazol